Cl.C(C)[SH+](C)=NC=1C(=C(C(=CC1)F)C1=CC2=C(N=C(N=C2)NCCCNC)N(C1=O)C)F 6-[3-[[ethyl(methyl)sulfanio-yl]amino]-2,6-difluorophenyl]-8-methyl-2-[3-(methylamino)propyl-amino]-7-oxopyrido[2,3-d]pyrimidine hydrochloride